O1C=C(CC1)C1=CC(=C2N1C=NC(=C2)C(=O)OCC)C2=NC(=CC(=C2)C)[C@]2(COCC2)OC ethyl (R)-7-(4,5-dihydrofuran-3-yl)-5-(6-(3-methoxytetrahydrofuran-3-yl)-4-methylpyridin-2-yl)pyrrolo[1,2-c]pyrimidine-3-carboxylate